1-[2-(3,4-Difluoro-phenyl)-ethyl]-4-[1-(3,4-difluoro-phenyl)-1H-[1,2,3]triazol-4-yl]-piperidine FC=1C=C(C=CC1F)CCN1CCC(CC1)C=1N=NN(C1)C1=CC(=C(C=C1)F)F